N-[(4-methoxyphenyl)methyl]{[4-(morpholin-4-ylmethyl)phenyl]amino}carboxamide COC1=CC=C(C=C1)CNC(=O)NC1=CC=C(C=C1)CN1CCOCC1